CNC(C)C1=CN=C(C2=CC=CC=C12)N 4-(1-(Methylamino)ethyl)isoquinolin-1-amine